tert-butyl (2S,4R)-2-(((4-((E)-N'-acetoxycarbamimidoyl)thiophen-2-yl)methyl)carbamoyl)-4-phenylpyrrolidine-1-carboxylate C(C)(=O)O\N=C(\N)/C=1C=C(SC1)CNC(=O)[C@H]1N(C[C@H](C1)C1=CC=CC=C1)C(=O)OC(C)(C)C